N-(3-chloro-5-(ethylsulfonamido)phenyl)-5-(5-(3,3-difluoroazetidin-1-yl)-3-((3,5-difluorobenzyl)oxy)pyridin-2-yl)-1-methyl-1H-pyrrole-3-carboxamide ClC=1C=C(C=C(C1)NS(=O)(=O)CC)NC(=O)C1=CN(C(=C1)C1=NC=C(C=C1OCC1=CC(=CC(=C1)F)F)N1CC(C1)(F)F)C